FC=1C(=C(C=CC1F)C1C(OC(C1C)(C(F)(F)F)C)C(=O)N)C 3-(3,4-difluoro-2-methylphenyl)-4,5-dimethyl-5-(trifluoromethyl)tetrahydrofuran-2-carboxamide